4-methyltetrazinylphenoxy-3,6,9,12-tetraoxopentadecane CN1NN=NC=C1C(CC(CCC(CCC(CCC(CCC)=O)=O)=O)=O)OC1=CC=CC=C1